N-(2-((2-(7-chloro-2-methoxyquinoxalin-5-yl)-4-methylbenzo[d]thiazol-6-yl)oxy)ethyl)pyridine-3-sulfonamide ClC1=CC(=C2N=CC(=NC2=C1)OC)C=1SC2=C(N1)C(=CC(=C2)OCCNS(=O)(=O)C=2C=NC=CC2)C